4-(((R)-1-(3-(1,1-difluoro-2-hydroxy-2-methylpropyl)-2-fluorophenyl)ethyl)amino)-8-hydroxy-2,6,8-trimethyl-6,8-dihydro-7H-pyrrolo[2,3-g]quinazolin-7-one FC(C(C)(C)O)(F)C=1C(=C(C=CC1)[C@@H](C)NC1=NC(=NC2=CC3=C(C=C12)N(C(C3(C)O)=O)C)C)F